methyl (R)-6-(2-((tert-butoxycarbonyl)amino)-3-phenylpropoxy)imidazo[1,2-a]pyridine-5-carboxylate C(C)(C)(C)OC(=O)N[C@@H](COC=1C=CC=2N(C1C(=O)OC)C=CN2)CC2=CC=CC=C2